CN1N=CC2=CC=C(C(=C12)C=1C(=C(N=C2[C@H]3CC[C@@H](C12)C3)N3CC1(CN(C1)C(C=C)=O)CC3)C#N)C (1S,8R)-6-(1,6-dimethyl-1H-indazol-7-yl)-4-(2-(2-propenoyl)-2,6-diazaspiro[3.4]octan-6-yl)-3-azatricyclo[6.2.1.02,7]undeca-2,4,6-triene-5-carbonitrile